C1(=CC=CC=C1)CCCCCN1C2CC2CC1 N-(5-phenylpentyl)-2-azabicyclo[3.1.0]hexane